ClC1=NC=NC(=C1C)N1CCC(CC1)OC=1C=NC(=CC1)OC 4-chloro-6-(4-((6-methoxypyridin-3-yl)oxy)piperidin-1-yl)-5-methylpyrimidine